((((3S,4R,5R)-5-(2,4-dioxo-3,4-dihydropyrimidin-1(2H)-yl)-3-hydroxy-4-(methoxy-d3)tetrahydrofuran-2-yl)oxy)methyl)phosphonic acid diethyl ester C(C)OP(OCC)(=O)COC1O[C@H]([C@@H]([C@@H]1O)OC([2H])([2H])[2H])N1C(NC(C=C1)=O)=O